C([C@]1([C@H]([C@@H]([C@H](O1)C(=O)O)O)O)O)O The molecule is the alpha anomer of D-fructofuranuronic acid. It derives from an alpha-D-fructofuranose. It is a conjugate acid of an alpha-D-fructuronate.